C(C)C(CCCCC)OC(CCCCCCCCN(CCCCNC(=O)C=1C=C(C(=O)OC2=C(C(=C(C(=C2F)F)F)F)F)C=C(C1)C(NCCCN(C)C)=O)CCCCCCCCC(OC(CCCCC)CC)=O)=O (2,3,4,5,6-pentafluorophenyl) 3-[4-[bis[9-(1-ethylhexoxy)-9-oxo-nonyl]amino]butylcarbamoyl]-5-[3-(dimethylamino)propylcarbamoyl]benzoate